8-((R)-4-(phenylthio)-3-((4-aminosulfonyl-2-((trifluoromethyl)sulfonyl)phenyl)amino)butyl)-3,8-diazabicyclo[3.2.1]octane-3-carboxylic acid tert-butyl ester C(C)(C)(C)OC(=O)N1CC2CCC(C1)N2CC[C@H](CSC2=CC=CC=C2)NC2=C(C=C(C=C2)S(=O)(=O)N)S(=O)(=O)C(F)(F)F